BrC1=CC=C(OC(CN2CCOCC2)C)C=C1 4-(2-(4-bromophenoxy)propyl)morpholine